COC1=NC(=CC=C1NC(=O)C=1C(=NOC1C)C1=CC=CC=C1)C=1N=NC(=CC1)OC N-[2-Methoxy-6-(6-methoxypyridazin-3-yl)-3-pyridyl]-5-methyl-3-phenyl-isoxazole-4-carboxamide